2-[(1E)-2-ethoxyvinyl]-4,4,5,5-tetramethyl-1,3,2-dioxaborolane C(C)O/C=C/B1OC(C(O1)(C)C)(C)C